2-(4-(4-((8-cyclopentyl-7-oxo-7,8-dihydropteridin-2-yl)amino)phenyl)piperazin-1-yl)acetic acid C1(CCCC1)N1C(C=NC=2C=NC(=NC12)NC1=CC=C(C=C1)N1CCN(CC1)CC(=O)O)=O